CC1(C2=CC=CC=C2N(C=2C=CC=CC12)C=1C(=CC(=C(C1N1C=2C=CC=CC2C(C2=CC=CC=C12)(C)C)C=1SC2=C(N1)C=CC=C2)C=2SC1=C(N2)C=CC=C1)C=1SC2=C(N1)C=CC=C2)C 2,2',2''-(5,6-bis(9,9-dimethylacridin-10(9H)-yl)benzene-1,2,4-triyl)tris(benzo[d]thiazole)